C1(CC1)C=1C=CC=2N(C1)C=C(N2)CN(C(OC(C)(C)C)=O)C2=NC=NC(=C2)NC(=O)OC2=CC=CC=C2 tert-butyl ((6-cyclopropylimidazo[1,2-a]pyridin-2-yl)methyl)(6-((phenoxycarbonyl) amino)pyrimidin-4-yl)carbamate